methylenebispropyl-amide C=CCC[N-]CCC